C(C)(=O)NCCNC(=O)C1=NC=C2N1C=CC(=C2)C=2C(=NC=CC2)C2=CC(=C(C=C2)F)C N-(2-Acetamidoethyl)-7-(2-(4-fluoro-3-methylphenyl)pyridin-3-yl)imidazo[1,5-a]pyridine-3-carboxamide